C(CCCCCCC\C=C/C\C=C/CCCCC)OC(C(C)COCCCCCCCC)O (9Z,12Z)-octadeca-9,12-dien-1-yloxyl-2-[(octyloxy)methyl]propan-1-ol